CC([C@H](C=O)NC(OC(C)(C)C)=O)C tert-butyl (R)-(3-methyl-1-oxobutan-2-yl)carbamate